2-(3-Acetyl-5-(3-methyl-3-(1-methylpiperidin-4-yl)ureido)-1H-indazol-1-yl)-N-(2-(3-chloro-2-fluorobenzylamino)-2-oxoethyl)-N-cyclopropylacetamide HCl salt Cl.C(C)(=O)C1=NN(C2=CC=C(C=C12)NC(=O)N(C1CCN(CC1)C)C)CC(=O)N(C1CC1)CC(=O)NCC1=C(C(=CC=C1)Cl)F